5-(((2,4-difluorobenzyl)amino)methyl)-N-methyl-2-(methylthio)pyrimidin-4-amine FC1=C(CNCC=2C(=NC(=NC2)SC)NC)C=CC(=C1)F